C1CCC(CC1)N=C=NC2CCCCC2 N,N'-methanediylidenedicyclohexanamine